2-amino-N-[[(2-[2-chloro-4-[([[2-(2,6-dioxopiperidin-3-yl)-1-oxo-3H-isoindol-5-yl]methyl]carbamoyl)amino]phenyl]ethyl)sulfanyl]methyl]acetamide NCC(=O)NCSCCC1=C(C=C(C=C1)NC(NCC=1C=C2CN(C(C2=CC1)=O)C1C(NC(CC1)=O)=O)=O)Cl